FC1(CC(CC1)N1N=CC(=C1)C(=O)O)F 1-(3,3-difluorocyclopentyl)pyrazole-4-carboxylic acid